4,4'-diaminodiphenylsulphone C1=CC(=CC=C1N)S(=O)(=O)C2=CC=C(C=C2)N